tert-Butyl 4-[4-[[5-[[2-chloro-6-[3-[2-[1-(trifluoromethyl)cyclopropyl]ethoxy]pyrazol-1-yl]pyridine-3-carbonyl]sulfamoyl]-2-pyridyl]amino]butyl]-2,2-dimethyl-pyrrolidine-1-carboxylate ClC1=NC(=CC=C1C(=O)NS(=O)(=O)C=1C=CC(=NC1)NCCCCC1CC(N(C1)C(=O)OC(C)(C)C)(C)C)N1N=C(C=C1)OCCC1(CC1)C(F)(F)F